C1(=CC=CC=C1)N1C=2C=CC=CC2NC2=CC=CC=C12 5-phenyl-5,10-dihydro-phenazine